FC=1C(=C(C=CC1F)[C@H]1[C@@H](O[C@]([C@H]1C)(C(F)(F)F)C)C(=O)NC1=CC(=NC=C1)C(=O)N1OCCC1)OC (2R,3S,4S,5R)-3-(3,4-Difluoro-2-methoxyphenyl)-N-(2-(isoxazolidine-2-carbonyl)pyridin-4-yl)-4,5-dimethyl-5-(trifluoromethyl)tetrahydrofuran-2-carboxamide